tert-butyl 4-((4-(4-methoxyphenoxy)phenyl)amino)piperidine-1-carboxylate COC1=CC=C(OC2=CC=C(C=C2)NC2CCN(CC2)C(=O)OC(C)(C)C)C=C1